N1(CCCCCC1)C=1N=C(C2=C(C=NNC2=O)N1)NC1=CC=C(C=C1)OCCCN1CCNCC1 2-(azepan-1-yl)-4-((4-(3-(piperazin-1-yl)propoxy)phenyl)amino)pyrimido[4,5-d]pyridazin-5(6H)-one